N,N'-bis(2,4,6-trimethylphenyl)-formamidine CC1=C(C(=CC(=C1)C)C)NC=NC1=C(C=C(C=C1C)C)C